3-[1-[4-[5-isobutyl-2-(2H-tetrazol-5-yl)-phenyl]piperazin-1-yl]ethyl]pyridazine C(C(C)C)C=1C=CC(=C(C1)N1CCN(CC1)C(C)C=1N=NC=CC1)C=1N=NNN1